2-[(S)-1-cyclopropylethyl]-5-{2-amino-3-[(2-methyl-3-pyridylamino)carbonyl]-1,4,7a-triaza-5-indenyl}-7-trifluoromethoxy-1-isoindolinone C1(CC1)[C@H](C)N1C(C2=C(C=C(C=C2C1)C1=NC2=C(C(=NN2C=C1)N)C(=O)NC=1C(=NC=CC1)C)OC(F)(F)F)=O